N1(CCCCC1)C(=O)[O-] 1-PIPERIDINECARBOXYLATE